6-methyl-4-[(1-methylcyclopropyl)amino]-N-[1-(pyridin-2-yl)cyclopropyl]furo[2,3-d]pyrimidine-5-carboxamide CC1=C(C2=C(N=CN=C2NC2(CC2)C)O1)C(=O)NC1(CC1)C1=NC=CC=C1